CC1=NC(=NC=C1S(=O)(=O)N1CCC2(CC(CO2)NC2CC3(COC3)C2)CC1)C(F)(F)F 8-((4-methyl-2-(trifluoromethyl)pyrimidin-5-yl)sulfonyl)-N-(2-oxaspiro[3.3]heptan-6-yl)-1-oxa-8-azaspiro[4.5]decan-3-amine